3,4-dibenzyloxyphenylacetic acid C(C1=CC=CC=C1)OC=1C=C(C=CC1OCC1=CC=CC=C1)CC(=O)O